Cl.ClC1=C(C=CC=C1)C=1C=C2C(=NNC2=CC1)NC(=O)[C@H]1CNCCC1 (3R)-N-[5-(2-chlorophenyl)-1H-indazol-3-yl]piperidine-3-carboxamide hydrochloride